(R*)-1-(5H-benzo[2,3][1,4]dioxepino[5,6-b]pyridin-5-yl)-N-methylmethanamine N1=C2C(=CC=C1)[C@@H](OC1=C(O2)C=CC=C1)CNC |o1:6|